tert-butyl (methoxymethyl)(3-oxocyclobutyl)carbamate COCN(C(OC(C)(C)C)=O)C1CC(C1)=O